N1=CC=CC2=CC=CC(=C12)C=1SC=C(N1)CC(=O)NCC(=O)O (2-(2-(Quinolin-8-yl)Thiazol-4-yl)Acetyl)Glycine